6-amino-1-methyl-3,4-dihydroquinolin-2-one NC=1C=C2CCC(N(C2=CC1)C)=O